C(C)(C)(C)[S@](=O)N[C@H](CC1=CC=CC=C1)C1=CC(=CS1)C(N)=N 5-((R)-1-(((S)-tert-butylsulfinyl)amino)-2-phenylethyl)thiophene-3-carboximidamide